FC1(OC2=C(O1)C=CC(=C2)[C@H](C)OC2=NC(=CC(=C2)N2N=C(C=1CCC[C@@H](C21)OC21CCC(CC2)(CC1)C(=O)O)C(F)(F)F)F)F 4-[[(7S)-1-[2-[(1S)-1-(2,2-difluoro-1,3-benzodioxol-5-yl)ethoxy]-6-fluoro-4-pyridinyl]-3-(trifluoromethyl)-4,5,6,7-tetrahydroindazol-7-yl]oxy]bicyclo[2.2.2]octane-1-carboxylic acid